P(=O)([O-])([O-])[O-].[V+5].[Li+].[Co+2].[Ni+2] nickel cobalt lithium vanadium phosphate